COC1=CC=C(C=C1)C1=NN(C(C1)C1=CC=C(C=C1)OC)S(=O)(=O)C1=CC=C(C=C1)[N+](=O)[O-] 3,5-bis(4-methoxyphenyl)-1-((4-nitrophenyl)sulfonyl)-4,5-dihydro-1H-pyrazole